C(C)(=O)OCC=CCCCCC 2-Octenyl acetate